7-bromo-2-oxo-1-(quinoxalin-5-yl)-1,2-dihydroquinoline-3-carboxylate BrC1=CC=C2C=C(C(N(C2=C1)C1=C2N=CC=NC2=CC=C1)=O)C(=O)[O-]